CN1C(=NC2=C1C=CC(=C2)OC2=CC(=NC=C2)C=2NC(=CN2)C(F)(F)F)NC2=CC=C(C=C2)C(F)(F)F 1-Methyl-5-[2-[5-(trifluoromethyl)-1H-imidazol-2-yl]pyridin-4-yl]oxy-N-[4-(trifluoromethyl)phenyl]-benzimidazol-2-amin